N-methylcyclopentylformamide CN(C=O)C1CCCC1